C(C)(C)(C)C=1C=C(C=C(C1)C(C)(C)C)C1=CC=2CC3=CC(=CC=C3C2C=C1)C1=CC(=CC(=C1)C(C)(C)C)C(C)(C)C 2,7-bis(3,5-di-t-butylphenyl)fluorene